C(C)(C)C1=C(C=CC=C1)C1N(CCN(C1)CC1=CC=C(C=C1)COC)C1CC2(C1)CCN(CC2)C2=CC=C(C(=O)N)C=C2 4-(2-(2-(2-isopropylphenyl)-4-(4-(methoxymethyl)benzyl)piperazin-1-yl)-7-azaspiro[3.5]nonan-7-yl)benzamide